(E)-1-(4-fluorophenyl)-2-hepten-1-one FC1=CC=C(C=C1)C(\C=C\CCCC)=O